FC(OC=1C=CC(=NC1)C=1C=NN(C1)C12CC(C1)(C2)NC(OC(C)(C)C)=O)(F)F tert-butyl (3-{4-[5-(trifluoromethoxy)pyridin-2-yl]-1H-pyrazol-1-yl}bicyclo[1.1.1]pentan-1-yl)carbamate